3-(6-oxo-1'-(3-(pyridin-2-ylmethoxy)benzyl)-6,8-dihydro-2H,7H-spiro[furo[2,3-e]isoindole-3,4'-piperidin]-7-yl)piperidine-2,6-dione O=C1N(CC2=C3C(=CC=C12)C1(CCN(CC1)CC1=CC(=CC=C1)OCC1=NC=CC=C1)CO3)C3C(NC(CC3)=O)=O